4-n-butoxyphenyl-diphenylsulfonium perfluorobutanesulfonate FC(C(C(C(F)(F)F)(F)F)(F)F)(S(=O)(=O)[O-])F.C(CCC)OC1=CC=C(C=C1)[S+](C1=CC=CC=C1)C1=CC=CC=C1